COC(=O)C1=C(C2=C(NC=3C2=NC=C(C3)Br)S1)F 6-bromo-3-fluoro-8H-thieno[3',2':4,5]pyrrolo[3,2-b]pyridine-2-carboxylic acid methyl ester